NC1=CC=C(C=N1)/C=C/C(=O)NCC=1OC2=C(C1)C=C(C=C2Cl)C=2C=NC=C(C2)C(=O)N2CCOCC2 (E)-3-(6-amino-pyridin-3-yl)-N-((7-chloro-5-(5-(morpholine-4-carbonyl)pyridin-3-yl)benzofuran-2-yl)methyl)acrylamide